C(#N)CC1CC(C1)(C1=NN=CN1C)C=1C=C(C=CC1)NC(=O)C1=CC(=C2C(=N1)C=CN2C)CNC2(CC2)C N-(3-((1s,3s)-3-(cyanomethyl)-1-(4-methyl-4H-1,2,4-triazol-3-yl)cyclobutyl)phenyl)-1-methyl-7-(((1-methylcyclopropyl)amino)methyl)-1H-pyrrolo[3,2-b]pyridine-5-carboxamide